2-Methoxy-6',7'-dimethyl-2'-phenylspiro[fluorene-9,3'-indole] COC1=CC2=C(C=C1)C1=CC=CC=C1C21C(=NC2=C(C(=CC=C12)C)C)C1=CC=CC=C1